Mono-2-ethylhexyl (2-ethylhexyl) phosphonate P(OCC(CCCC)CC)(OCC(CCCC)CC)=O